FC([C@@H]1CN(CCC1)CC(=O)O)(F)F (S)-2-(3-(trifluoromethyl)piperidin-1-yl)acetic acid